FC(C(=O)[NH-])=CC1CN(C1)C1=NC(=NC=C1C1=CC(=C(C=C1)OC1=NC=CC(=N1)C)F)NC=1C=NN(C1)C 2-Fluoro-N-(1-(5-(3-Fluoro-4-((4-methylpyrimidin-2-yl)oxy)phenyl)-2-((1-methyl-1H-pyrazole-4-yl)amino)pyrimidin-4-yl)azetidin-3-yl)acryloylamide